C(CCCCCCC)C1(C2=CC(=CC=C2C=2C=CC(=CC12)B1OC(C)(C)C(C)(C)O1)B1OC(C)(C)C(C)(C)O1)CCCCCCCC 9,9-dioctylfluorene-2,7-diboronic acid pinacol ester